FC=1C=C2C=CN(C2=CC1)C(=O)[O-] 5-fluoro-1H-indole-1-carboxylate